3-amino-1,2,4-oxadiazole NC1=NOC=N1